C(C)(C)(C)[S@@](=O)N[C@@H](C1=CC=2N(N=C1)C=C(N2)[C@H](C2CCC(CC2)(F)F)NC(OC(C)(C)C)=O)C2(CCC2)C#N |o1:7| tert-butyl ((S)-(7-((S*)-(((R)-tert-butylsulfinyl)amino)(1-cyanocyclobutyl)methyl)imidazo[1,2-b]pyridazin-2-yl)(4,4-difluorocyclohexyl)methyl)carbamate